C/C(/C=C/C=O)=C/C=1C=C(C=CC1)C (2E,4Z)-4-methyl-5-(m-tolyl)penta-2,4-dienal